P(O)(=O)(OP(=O)(O)O)OC[C@@H]1[C@H]([C@H]([C@@H](O1)N1C=[N+](C=2C(=O)NC(N)=NC12)C)O)OC 7-Methyl-3'-O-methylguanosine 5'-diphosphate